COC1=C(C=CC=C1)S(=O)(=O)NC1=NOC=2C1=C1OCCCC1=C(C2)CN2N=CC(=C2)CNC(OC)=O methyl ((1-((9-((2-methoxyphenyl)sulfonamido)-3,4-dihydro-2H-chromeno[8,7-d]isoxazol-5-yl)methyl)-1H-pyrazol-4-yl)methyl)carbamate